1-methylindazol-7-amine CN1N=CC2=CC=CC(=C12)N